(R)-4-(1-(3-(methylamino)piperidin-1-yl)-6-(p-tolyl)pyrrolo[1,2-a]pyrazin-7-yl)benzonitrile hydrochloride Cl.CN[C@H]1CN(CCC1)C=1C=2N(C=CN1)C(=C(C2)C2=CC=C(C#N)C=C2)C2=CC=C(C=C2)C